(2S,SR)-N-{[(2S,4R)-4-(Thiomorpholin-1-ylmethyl)-pyrrolidin-2-yl]methyloxy}-7-oxo-6-(sulfooxy)-1,6-diazabicyclo[3.2.1]octane-2-carboxamide N1CCS(CC1)C[C@@H]1C[C@H](NC1)CONC(=O)[C@H]1N2C(N([C@@H](CC1)C2)OS(=O)(=O)O)=O |&1:21|